ClC1=NC=C(C(=N1)NN1CCC2(OCCO2)CC1)N 2-chloro-N4-(1,4-dioxa-8-azaspiro[4.5]dec-8-yl)pyrimidine-4,5-diamine